2-methyl-3-biphenyl-methanol CC1=C(C=CC=C1CO)C1=CC=CC=C1